2-Chloro-5-oxo-7-phenethyl-7,8-dihydro-1,6-naphthyridine-6(5H)-carboxylic acid tert-butyl ester C(C)(C)(C)OC(=O)N1C(C=2C=CC(=NC2CC1CCC1=CC=CC=C1)Cl)=O